Heptane 2HCl Cl.Cl.CCCCCCC